2-[(3R,4S)-4-[[5-isopropoxy-6-(1H-pyrazol-4-yl)-[1,2,4]triazolo[1,5-a]pyrazin-2-yl]amino]-3-methyl-1-piperidyl]acetaldehyde C(C)(C)OC1=C(N=CC=2N1N=C(N2)N[C@@H]2[C@@H](CN(CC2)CC=O)C)C=2C=NNC2